5'-aza-cytidine [C@@H]1([C@H](O)[C@H](O)[C@@H](NO)O1)N1C(=O)N=C(N)C=C1